Cl.C(C)OC=1C=C(C=CC1OC)CCN 2-(3-ethoxy-4-methoxyphenyl)ethylamine hydrochloride